N-(3,4-dichlorobenzyl)-2-(2-oxo-2,3-dihydro-1H-pyrido[2,3-b][1,4]thiazin-3-yl)acetamide ClC=1C=C(CNC(CC2C(NC3=C(S2)N=CC=C3)=O)=O)C=CC1Cl